(4-cyanophenylmethylene)-2-(4-methylstyryl)oxazol-5(4H)-one C(#N)C1=CC=C(C=C1)C=C1N=C(OC1=O)C=CC1=CC=C(C=C1)C